C(C)(C)(C)OC(=O)[C@@H]1C[C@H](C1)S(=O)(=O)N1CCC(CC1)C1=C(C(N=C(N1)C=1SC=CN1)C1=C(C(=C(C=C1)F)F)C)C(=O)OCC (trans)-Ethyl 6-(1-((3-(tert-butoxycarbonyl)cyclobutyl)sulfonyl)piperidin-4-yl)-4-(3,4-difluoro-2-methylphenyl)-2-(thiazol-2-yl)-1,4-dihydropyrimidine-5-carboxylate